ClC=1C(=NN(C1C=1C=NC=CC1OC(F)F)CC)C(=O)OCC ethyl 4-chloro-5-(4-(difluoromethoxy)pyridin-3-yl)-1-ethyl-1H-pyrazole-3-carboxylate